(1R,5S,6S,7S)-ethyl-7-((7-cyclopropyl-2-(5-fluoro-1-trityl-1H-pyrazolo[3,4-b]pyridin-3-yl)pyrrolo[2,1-f][1,2,4]triazin-4-yl)amino)tricyclo[3.2.2.02,4]nonane-6-carboxylate C(C)OC(=O)[C@H]1[C@@H]2C3CC3[C@H]([C@@H]1NC1=NC(=NN3C1=CC=C3C3CC3)C3=NN(C1=NC=C(C=C13)F)C(C1=CC=CC=C1)(C1=CC=CC=C1)C1=CC=CC=C1)CC2